(Z)-5-((1H-pyrrolo[2,3-c]pyridin-3-yl)methyl)-2-thioxothiazolidin-4-one N1C=C(C=2C1=CN=CC2)CC2C(NC(S2)=S)=O